C(#N)C1(C(C1)C1=CC=C(C=C1)C(F)(F)F)C#N 1,1-dicyano-2-(p-trifluoromethylphenyl)cyclopropane